N-(2,3-Dihydro-[1,4]dioxino[2,3-b]pyridin-7-yl)-5,6-dihydrobenzo[f]imidazo[1,5-d][1,4]oxazepine-10-carboxamide O1CCOC2=NC=C(C=C21)NC(=O)C=2C=CC1=C(C=3N(CCO1)C=NC3)C2